BrC1=CC(=NC=C1Cl)C(C(=O)N)C1=CC=NC=C1 (4-bromo-5-chloropyridin-2-yl)-2-(pyridin-4-yl)acetamide